FC1(CC(C1)COC1=C(C=CC(=C1F)F)[C@H]1[C@H](O[C@]([C@H]1C)(C(F)(F)F)C)C(=O)NC1=CC(=NC=C1)C(=O)N)F 4-[[(2S,3S,4S,5R)-3-[2-[(3,3-difluorocyclobutyl)methoxy]-3,4-difluoro-phenyl]-4,5-dimethyl-5-(trifluoromethyl)tetrahydrofuran-2-carbonyl]amino]pyridine-2-carboxamide